3,5'-difluoro-6,2'-di(trifluoromethyl)biphenyl FC=1C=C(C(=CC1)C(F)(F)F)C1=C(C=CC(=C1)F)C(F)(F)F